ClC1=C(C(=CC=C1OC)F)N1N=CC2=C1COC[C@H]2NC(=O)C2=NC=C(C(=C2)C)C (S)-N-(1-(2-chloro-6-fluoro-3-methoxyphenyl)-1,4,5,7-tetrahydropyrano[3,4-c]pyrazol-4-yl)-4,5-dimethylpyridinecarboxamide